CN(CCC1=CC(N(C=C1)C(C(=O)OCC)CC(C)C)=O)C ethyl 2-(4-(2-(dimethylamino)ethyl)-2-oxopyridin-1(2H)-yl)-4-methylpentanoate